ClC=1C(=CC(=C(C1)C1=NNC=C1C1=NC2=CC(=CN=C2C=C1)N1CC2CNC2C1)F)F 2-[3-(5-chloro-2,4-difluoro-phenyl)-1H-pyrazol-4-yl]-7-(3,6-diazabicyclo[3.2.0]heptan-3-yl)-1,5-naphthyridine